4-(((1s,4R)-4-ethoxycyclohexyl)ethynyl)-1-(((2S,3S,4S)-3-ethyl-4-fluoro-5-oxopyrrolidin-2-yl)methoxy)-7-methoxyisoquinoline-6-carboxamide C(C)OC1CCC(CC1)C#CC1=CN=C(C2=CC(=C(C=C12)C(=O)N)OC)OC[C@H]1NC([C@H]([C@H]1CC)F)=O